C(CCC)C1=CC=C(C(=O)NC=2C=CC3=C(C(=CS3)C3CCN4CCCCC4CC3)C2)C=C1 5-(4-butylbenzoyl)amino-3-(1-azabicyclo[5.4.0]undecan-4-yl)-benzothiophene